ClC1=NC(=CC(=C1)S(=O)(=O)[C@@H](CC)C)Cl |r| 2,6-dichloro-4-[rac-(1R)-1-methylpropyl]sulfonyl-pyridine